FC1=C(OCC2=NC=CC(=N2)O[C@@H]2C[C@@H](N(CC2)CC2=NC3=C(N2C[C@@H]2OCC2)C=C(C=C3)C(=O)O)C)C=CC(=C1)F {[(2S,4S)-4-({2-[(2,4-Difluorophenoxy)methyl]pyrimidin-4-yl}oxy)-2-methylpiperidin-1-yl]methyl}-1-{[(2R)-oxetan-2-yl]methyl}-1H-1,3-benzodiazole-6-carboxylic acid